CN1CC2(CN=CO2)CCC1 7-methyl-1-oxa-3,7-diazaspiro[4.5]dec-2-ene